The molecule is a branched-chain saturated fatty acid consisting of octanoic acid carrying a 7-methyl group. It is a branched-chain saturated fatty acid, a medium-chain fatty acid and a methyl-branched fatty acid. CC(C)CCCCCC(=O)O